O1C(C=CC=C1)O 2H-pyran-ol